4-oxo-6-(2-(pyrimidin-5-yl)cyclobutyl)-1-((S)-1-(6-(trifluoromethyl)pyridin-3-yl)ethyl)-4,5-dihydro-1H-pyrazolo[3,4-d]pyrimidine-3-carbonitrile O=C1C2=C(N=C(N1)C1C(CC1)C=1C=NC=NC1)N(N=C2C#N)[C@@H](C)C=2C=NC(=CC2)C(F)(F)F